4-((8-methyl-2,3-dihydro-1H-pyrido[2,3-b][1,4]oxazin-7-yl)amino)-N-(4-(4-methylpiperazin-1-yl)phenyl)-2-oxo-1,2-dihydropyridine-3-carboxamide CC1=C(C=NC=2OCCNC21)NC2=C(C(NC=C2)=O)C(=O)NC2=CC=C(C=C2)N2CCN(CC2)C